C(C1=CC=CC=C1)OC1=NC(=CC=C1C1=CC(=C(C=C1)N1CCC(CC1)C1=C(C=C(C=C1)Cl)F)F)OCC1=CC=CC=C1 2,6-Bis(benzyloxy)-3-(4-(4-(4-chloro-2-fluorophenyl)piperidin-1-yl)-3-fluorophenyl)pyridine